O=C1N(C(CC1)=O)[C@](C(=O)O)(CCCCNC(=O)OC(C)(C)C)NC(=O)OC(C)(C)C.C(C)(C)(C)OC(=O)NC(C(=O)ON1C(C(CC1)=O)=O)CCCCNC(=O)OC(C)(C)C dioxopyrrolidin-1-yl 2,6-bis((tert-butoxycarbonyl)amino)hexanoate (2,5-dioxopyrrolidin-1-yl)(2S)-2,6-bis[(2-methylpropan-2-yl)oxycarbonylamino]hexanoate